4,5-diamino-1-(β-hydroxyethyl)-3-methyl-pyrazole Methyl-6'-fluoro-cis-4-hydroxy-2'-oxo-spiro[cyclohexane-1,3'-indoline]-5'-carboxylate COC(=O)C=1C=C2C3(C(NC2=CC1F)=O)CCC(CC3)O.NC=3C(=NN(C3N)CCO)C